C(C)OC=1C=C(C=CC1)C=1C=C2C=NN(C(C2=CC1)=O)C1=NC=CC=C1 6-(3-ethoxyphenyl)-2-(pyridin-2-yl)phthalazin-1(2H)-one